4-bromo-2-(2-((tert-butoxycarbonyl)amino)cyclopropane-1-carbonyl)benzoic acid BrC1=CC(=C(C(=O)O)C=C1)C(=O)C1C(C1)NC(=O)OC(C)(C)C